ClC1=CC(=C(C=C1)[C@H]1OC2=C(C=CC=C2C(=C1)F)C1CCN(CC1)CC1=NC2=C(N1C[C@H]1OCC1)C=C(C=C2)C(=O)O)F 2-((4-((S)-2-(4-chloro-2-fluorophenyl)-4-fluoro-2H-chromen-8-yl)piperidin-1-yl)methyl)-1-(((S)-oxetan-2-yl)methyl)-1H-benzo[d]imidazole-6-carboxylic acid